C(C(C(F)(F)F)(F)F)(C(C(F)(F)F)(F)F)(F)F perfluoro-n-pentane